O1C(=CC=C1)C=1N=NC(=NN1)C=1OC=CC1 3,6-bis(furan-2-yl)-1,2,4,5-tetrazine